FC=1C(=C(C(=CC1)OC)C1=CN(C2=NC(=CC=C21)N=C(C2=CC=CC=C2)C2=CC=CC=C2)COCC[Si](C)(C)C)OC N-[3-(3-fluoro-2,6-dimethoxyphenyl)-1-[[2-(trimethylsilyl)ethoxy]methyl]pyrrolo[2,3-b]pyridin-6-yl]-1,1-diphenylmethanimine